(2-methyl-2-adamantyl) 2-[4-[2-[(2-methyl-2-adamantyl)oxy]-2-oxo-ethoxy]-9-oxo-thioxanthen-3-yl]oxyacetate CC1(C2CC3CC(CC1C3)C2)OC(COC2=C(C=CC=3C(C1=CC=CC=C1SC23)=O)OCC(=O)OC2(C3CC1CC(CC2C1)C3)C)=O